CC=1C=2N(C=C(C1)C=1NC3=CC=C(C=C3C1C(C)C)CC1NCCC1)N=CN2 2-{8-methyl-[1,2,4]triazolo[1,5-a]pyridin-6-yl}-3-(propan-2-yl)-5-[(pyrrolidin-2-yl)methyl]-1H-indole